6-chloro-7-[(2S,4S)-2-{[(3-chloropyridin-2-yl)oxy]methyl}-4-fluoropyrrolidin-1-yl]-4-oxo-1-(pyrazin-2-yl)-1,4-dihydroquinoline-3-carboxylic acid ClC=1C=C2C(C(=CN(C2=CC1N1[C@@H](C[C@@H](C1)F)COC1=NC=CC=C1Cl)C1=NC=CN=C1)C(=O)O)=O